4-[bis(beta-chloroethyl)amino]Benzaldehyde ClCCN(C1=CC=C(C=O)C=C1)CCCl